CC1=C(C(=C(C1([Hf]C=1C(C2=CC=CC=C2C1)C(C)C)C)C)C)C Pentamethylcyclopentadienyl-(1-isopropylindenyl)hafnium